(R)-2-amino-3-(benzyloxy)-N-((R)-4-phenyl-1-(4,4,5,5-tetramethyl-1,3,2-dioxaborolan-2-yl)butyl)propanamide hydrochloride Cl.N[C@@H](C(=O)N[C@@H](CCCC1=CC=CC=C1)B1OC(C(O1)(C)C)(C)C)COCC1=CC=CC=C1